NCC(=O)NCC(=O)N[C@@H](CCCCN)C(=O)NCC(=O)NCC(=O)N[C@@H](CCCCN)C(=O)O glycylglycyl-L-lysylglycylglycyl-L-lysine